7-oxo-3,9-diazabicyclo[3.3.1]nonane-9-carboxylate O=C1CC2CNCC(C1)N2C(=O)[O-]